ClC1=C(C(=O)N(C)C)C=CC(=C1)C=1SC(=NN1)C=1CCN(CC1)C(=O)C1CCC(CC1)(F)F 2-chloro-4-(5-(1-(4,4-difluorocyclohexanecarbonyl)-1,2,3,6-tetrahydropyridin-4-yl)-1,3,4-thiadiazol-2-yl)-N,N-dimethylbenzamide